calcium silicon aluminum iron [Fe].[Al].[Si].[Ca]